NCC(C(=O)O)C(C)C 2-(AMINOMETHYL)-3-METHYLBUTANOIC ACID